tert-butyl ((5-((2-((7-azabicyclo[2.2.1]heptan-7-yl)methyl)-6-fluorobenzyl)amino)-6-(trifluoromethyl)pyridin-2-yl)sulfonyl)(thiazol-4-yl)carbamate C12CCC(CC1)N2CC2=C(CNC=1C=CC(=NC1C(F)(F)F)S(=O)(=O)N(C(OC(C)(C)C)=O)C=1N=CSC1)C(=CC=C2)F